CN(C)CCCCCCCCCCCCCCCC N,N-dimethylpalmitylamine